(R)-1-cyanopropan-2-yl (S)-6-diazo-2-((R)-2-methoxypropanamido)-5-oxohexanoate [N+](=[N-])=CC(CC[C@@H](C(=O)O[C@@H](CC#N)C)NC([C@@H](C)OC)=O)=O